4-(benzo[d]oxazol-5-yl)-5-fluoro-N-(1-(methylsulfonyl)piperidin-4-yl)pyrimidin-2-amine O1C=NC2=C1C=CC(=C2)C2=NC(=NC=C2F)NC2CCN(CC2)S(=O)(=O)C